N-((1s,4s)-4-((7-Morpholino-1,6-naphthyridin-5-yl)oxy)cyclohexyl)-5-(2-(piperazin-1-yl)ethoxy)pyrimidin-2-amine O1CCN(CC1)C1=NC(=C2C=CC=NC2=C1)OC1CCC(CC1)NC1=NC=C(C=N1)OCCN1CCNCC1